C1(CC=CC1)NC(C1=C(C(=CC=C1)OC(F)F)I)=O N-(cyclopent-3-en-1-yl)-3-(difluoromethoxy)-2-iodobenzamide